6-(Boc-amino)spiro[3.3]heptane-2-carboxylic acid C(=O)(OC(C)(C)C)NC1CC2(CC(C2)C(=O)O)C1